COC(=O)C1=NC(=NO1)CCN 3-(2-aminoethyl)-1,2,4-oxadiazole-5-carboxylic acid methyl ester